C(C1=CC=CC=C1)N1N=C(C=C1C1=CC(=CC=C1)OC)C(=O)N[C@H](C(=O)NC)CC1=CC(=CC=C1)Br (S)-1-benzyl-N-(3-(3-bromophenyl)-1-(methylamino)-1-oxopropan-2-yl)-5-(3-methoxyphenyl)-1H-pyrazole-3-carboxamide